N(=[N+]=[N-])CCCCCCl azido-5-chloropentane